F[C@H]1[C@H](C[C@@]2(CC[C@H]1N2)C)N(C2=CN=C(N=N2)C2=C(C=C(C=C2)N2C=NC=C2)O)C 2-(6-(((1S,3S,4R,5R)-4-fluoro-1-methyl-8-azabicyclo[3.2.1]octan-3-yl)(methyl)amino)-1,2,4-triazin-3-yl)-5-(1H-imidazol-1-yl)phenol